C(CC)C=1C=C(C=CC1[N+](=O)[O-])C(=O)C1=C(C=CC=C1)F (3-propyl-4-nitrophenyl)(2-fluorophenyl)methanone